ClC=1C=C(C=CC1)C1=C(SC=C1)C=O (3-chlorophenyl)thiophene-2-carbaldehyde